N1[C@@H](CCCC1)C(=O)C1C(C2=CC=3C(C(C(C3C=C2C1=O)=O)C(=O)[C@H]1NCCCC1)=O)=O 2,6-bis[(2S)-piperidine-2-carbonyl]-1,2,3,5,6,7-hexahydro-s-indacene-1,3,5,7-tetrone